ClC=1C=C2C(=NC1)N(C([C@]21[C@H](C1)C)=O)CC1=CC=C(C=C1)OC |r| (1RS,2SR)-5'-Chloro-1'-(4-methoxybenzyl)-2-methylspiro[cyclopropane-1,3'-pyrrolo[2,3-b]pyridin]-2'(1'H)-one